COCC1=NN2C(S1)=NC(=C2CN2CC(=CC2=O)CC(F)(F)F)C 1-[[2-(methoxymethyl)-6-methyl-imidazo[2,1-b][1,3,4]thiadiazol-5-yl]methyl]-3-(2,2,2-trifluoroethyl)-2H-pyrrol-5-one